4-bromo-2-fluoro-6-((tetrahydro-2H-pyran-4-yl)amino)benzonitrile BrC1=CC(=C(C#N)C(=C1)NC1CCOCC1)F